3-methylpentan-2-one CC(C(C)=O)CC